6-bromo-7-fluoro-2-[(4S)-2-fluoro-4-[(4-methoxyphenyl)methoxy]pentyl]isoquinolin-1-one BrC=1C=C2C=CN(C(C2=CC1F)=O)CC(C[C@H](C)OCC1=CC=C(C=C1)OC)F